[N+](=S)([O-])[O-] thionitrate